sulfanyl-5-fluoropyridine-3-sulfonamide SC1=NC=C(C=C1S(=O)(=O)N)F